isobutylsulfonic acid ammonium salt [NH4+].C(C(C)C)S(=O)(=O)[O-]